strontium-europium [Eu].[Sr]